5-fluoro-4-nitroindole-2,3-dione FC=1C(=C2C(C(NC2=CC1)=O)=O)[N+](=O)[O-]